CN1CC=2N([C@H]3[C@@H](C1=O)CCC3)C(C3=C(N2)SC2=C3CCN(C2)C)=O (3aS,14aR)-5,10-dimethyl-3,3a,5,6,9,10,11,12-octahydro-1H-cyclopenta[f]pyrido[4'',3'':4',5']thieno[2',3':4,5]pyrimido[1,2-a][1,4]diazepine-4,13(2H,14aH)-dione